C(=O)(OCC1C2=CC=CC=C2C2=CC=CC=C12)SCC1C2=CC=CC=C2C=2C=CC=CC12 9-fluorenylmethyl (Fmoc) thioether